6-((N-benzyloxycarbonyl-glycyl)-L-prolylamino)-N-(4-(piperazin-1-yl)phenyl)-4-trifluoromethylquinolin-2-amine C(C1=CC=CC=C1)OC(=O)NCC(=O)N1[C@@H](CCC1)C(=O)NC=1C=C2C(=CC(=NC2=CC1)NC1=CC=C(C=C1)N1CCNCC1)C(F)(F)F